[(2R,6S)-2,6-dimethylpiperazin-1-yl]methanone C[C@H]1N([C@H](CNC1)C)C=O